C(C)C1(OC2=CC=C(C=C2C(C1)=O)C(=O)ONC(=N)C=1C=NNC1)CC N-((2,2-diethyl-4-oxochromane-6-carbonyl)oxy)-1H-pyrazole-4-carboximidamide